6-((1S,2S)-2-(3-cyano-1H-pyrazol-1-yl)cyclobutyl)-4-oxo-1-((S)-1-(6-(trifluoromethyl)pyridin-3-yl)ethyl)-4,5-dihydro-1H-pyrazolo[3,4-d]pyrimidine-3-carbonitrile C(#N)C1=NN(C=C1)[C@@H]1[C@H](CC1)C=1NC(C2=C(N1)N(N=C2C#N)[C@@H](C)C=2C=NC(=CC2)C(F)(F)F)=O